C(C)(C)(C)C=1N=C(OC1)C(=O)[O-].[K+] potassium 4-(tert-butyl)oxazole-2-carboxylate